NC1=C2C=C(N(C(C2=CC=C1)=O)C)C 5-amino-2,3-dimethylisoquinolin-1(2H)-one